C(#N)C1=C(C(=NC(=C1)C1=C(C(=CC=C1)C)C)C(CCC(=O)O)=O)O 4-[4-Cyano-6-(2,3-dimethyl-phenyl)-3-hydroxy-pyridin-2-yl]-4-oxo-butyric acid